tert-butyl (1-((1-(3,5-dichlorophenyl)cyclopropyl)amino)-2-methylpropan-2-yl)carbamate ClC=1C=C(C=C(C1)Cl)C1(CC1)NCC(C)(C)NC(OC(C)(C)C)=O